1-butyl-methylpyridinium trifluoromethanesulfonate FC(S(=O)(=O)[O-])(F)F.C(CCC)[N+]1=C(C=CC=C1)C